4-benzyl-2-(8-fluoro-4-methyl-3-quinolyl)-4,6,6-trimethyl-5H-1,3-oxazine C(C1=CC=CC=C1)C1(N=C(OC(C1)(C)C)C=1C=NC2=C(C=CC=C2C1C)F)C